2-(4-(pyridin-4-yl)phenyl)isoxazolidin-3-one N1=CC=C(C=C1)C1=CC=C(C=C1)N1OCCC1=O